C(C)O[Si](OCC)(OCC)CN1CCCC1 1-(triethoxysilylmethyl)pyrrolidine